1,4-bis(n-hexyloxy)naphthalene C(CCCCC)OC1=CC=C(C2=CC=CC=C12)OCCCCCC